1,4,7,10,13,16-hexamethyl-1,4,7,10,13,16-hexaazaoctadecane CNCCN(CCN(CCN(CCN(CCN(CC)C)C)C)C)C